4-(4-chlorophenyl)-6-(2,2-difluoroethoxy)-2-(2,3-dimethyl-2H-indazol-5-yl)pyrido[3,2-c]pyridazin-3(2H)-one ClC1=CC=C(C=C1)C1=C2C(=NN(C1=O)C1=CC3=C(N(N=C3C=C1)C)C)C=CC(=N2)OCC(F)F